C(#N)C1=CC(=C(COC2=C(C=CC(=N2)C2=CC(=C(CC=3N(C4=C(N3)SC(=C4)C(=O)O)C[C@H]4OCC4)C=C2)F)F)C=C1)F (S)-2-(4-(6-((4-cyano-2-fluorobenzyl)oxy)-5-fluoropyridin-2-yl)-2-fluorobenzyl)-1-(oxetan-2-ylmethyl)-1H-thieno[2,3-d]imidazole-5-carboxylic acid